racemic-tetrahydrofuran-3-ol O1C[C@@H](CC1)O |r|